1,3-Dimethylpyridinium cyanid [C-]#N.C[N+]1=CC(=CC=C1)C